C(C=C)(=O)ONC(C(=C)NC(=O)C=1N=C(SC1)C=1C=NC(=CC1)NC(=O)OC(C)(C)C)=O 2-(2-(6-((tert-butoxycarbonyl)amino)pyridine-3-yl)thiazole-4-carboxamido)acrylamido acrylate